C1CCC2=C(C=3CCCC3C=C12)NC(=O)N=[S@@](=O)(N)C=1C=NC(=CC1)C(C)C (S)-N'-((1,2,3,5,6,7-hexahydro-s-indacen-4-yl)carbamoyl)-6-isopropylpyridine-3-sulfonimidamide